COC=1N=C2C(=CC=NC2=CC1OC)OC1=C(C=C(C=C1)NC(=O)C=1C(=NC(=C(C1O)C=1SC=C(C1)C)C)C)F N-[4-[(6,7-Dimethoxy-1,5-naphthyridin-4-yl)oxy]-3-fluorophenyl]-4-hydroxy-2,6-dimethyl-5-(4-methylthiophen-2-yl)pyridine-3-carboxamide